FC1=CC=C(C=C1)C(N1C[C@@H](N(C[C@H]1C)C1=C2C(=NC(=C1)Cl)N(C=N2)C[C@H]2OCCC2)C)C2=CC=C(C=C2)F 7-((2S,5R)-4-(Bis(4-fluorophenyl)methyl)-2,5-dimethylpiperazin-1-yl)-5-chloro-3-(((S)-tetrahydrofuran-2-yl)methyl)-3H-imidazo[4,5-b]pyridine